C[C@]12C3CC[C@@]4(C(=CCC4C3CC=C2C[C@H](CC1)N)C=1C=NC=CC1)C (3S,10R,13S)-10,13-dimethyl-17-(pyridin-3-yl)-2,3,4,7,8,9,10,11,12,13,14,15-dodecahydro-1H-cyclopenta[a]phenanthren-3-amine